S1C=CC=C1 thiafuran